ClC=1C=C(OC2CCC(CC2)NC(=O)C=2N=NC(=CC2)N2C[C@@H](OCC2)CO)C=CC1C#N N-((1r,4R)-4-(3-Chloro-4-cyanophenoxy)cyclohexyl)-6-((R)-2-(hydroxymethyl)morpholino)pyridazine-3-carboxamide